COS(=O)C1=CC=CC2=CC=CC=C12 naphthalene-1-sulfinic acid methyl ester